methyl 1-ethyl-1H-pyrrolo[2,3-b]pyridine-5-carboxylate C(C)N1C=CC=2C1=NC=C(C2)C(=O)OC